C1(CCC(CC1)CN1C(C=CC1=O)=O)CN1C(C=CC1=O)=O 1'-(cyclohexane-1,4-diylbis(methylene))bis(1H-pyrrole-2,5-dione)